C(C1CO1)OCC[Si](OCCCC)(OCCCC)OCCCC β-Glycidoxyethyltributoxysilan